N1-((1H-Indol-5-yl)methyl)-N3-(quinolin-4-yl)propane-1,3-diamine N1C=CC2=CC(=CC=C12)CNCCCNC1=CC=NC2=CC=CC=C12